ClC1=C(C=CC=C1NC=1N=CC=C2C=C(C=NC12)CN1C[C@H](CC1)O)C1=C(C(=CC=C1)C=1OC2=C(N1)C=C(C=C2C#N)CN2CCCC2)C (R)-1-((2-(2'-Chloro-3'-(3-(((S)-3-hydroxypyrrolidin-1-yl)methyl)-1,7-naphthyridin-8-ylamino)-2-methylbiphenyl-3-yl)-7-cyanobenzo[d]oxazol-5-yl)methyl)pyrrolidin